OCC1=CCC(CC1)C(=C)C 1-hydroxymethyl-4-iso-propenyl-1-cyclohexene